(3-ethyl-2,6-dioxo-1-propyl-8-(1-(3-(trifluoromethyl)benzyl)-1H-pyrazol-4-yl)-1,2,3,6-tetrahydro-7H-purin-7-yl)methyl 1-methylazetidine-3-carboxylate CN1CC(C1)C(=O)OCN1C(=NC=2N(C(N(C(C12)=O)CCC)=O)CC)C=1C=NN(C1)CC1=CC(=CC=C1)C(F)(F)F